6-bromo-3-iodo-8-methyl-imidazo[1,2-a]pyrazine BrC=1N=C(C=2N(C1)C(=CN2)I)C